potassium sulfoselenide S(=O)(=O)(O)[Se]S(=O)(=O)O.[K]